N-(6,7-dichloro-2,3-dioxo-1,2,3,4-tetrahydro-quinoxalin-5-yl)-N-(2-hydroxy-ethyl)-methanesulfonamide ClC=1C(=C2NC(C(NC2=CC1Cl)=O)=O)N(S(=O)(=O)C)CCO